CC1CCC(N1)=O 5-methyl-2-oxo-pyrrolidin